C1(=CC=C(C=C1)C=1NC(=NN1)C(C=O)C)C 2-(5-(p-tolyl)-4H-1,2,4-triazol-3-yl)propan-1-one